5-[(3-methylcyclohexyl)oxy]pentanoic acid CC1CC(CCC1)OCCCCC(=O)O